COC1=CC=C2C3=C1O[C@@H]1[C@]34CCN([C@@H]([C@@]4(CCC1O)O)C2)C (4R,4aS,7aR,12bS)-9-methoxy-3-methyl-1,2,3,4,5,6,7,7a-octahydro-4aH-4,12-methanobenzofuro[3,2-e]isoquinoline-4a,7-diol